CN1CCC(CC1)OC1=C(CN2CCCC23CCN(CC3)C(=O)OC(C)(C)C)C=CC(=C1)C(F)(F)F tert-butyl 1-(2-(1-methylpiperidin-4-yloxy)-4-(trifluoromethyl) benzyl)-1,8-diazaspiro[4.5]decane-8-carboxylate